8-(1-ethoxyethenyl)-2-methoxypyrido[3,2-d]pyrimidine C(C)OC(=C)C1=CC=NC2=C1N=C(N=C2)OC